CC(=C)[C@@H]1CC[C@]2([C@H]1[C@H]3CC[C@@H]4[C@]5(CC[C@@H](C([C@@H]5CC[C@]4([C@@]3(CC2)C)C)(C)C)O)C)CO lup-20(29)-ene-3beta,28-diol